C(C)C1N(CCC[C@H]1C(=O)O)S(=O)(=O)C(C)C1=CC=2NC3=CC=CC=C3SC2C=C1 ethyl-(3R)-1-((1-(10H-phenothiazin-2-yl)ethyl)sulfonyl)piperidine-3-carboxylic acid